cyanoammonionitrogen C(#N)[NH2+][N]